(5α,6α)-7,8-didehydro-4,5-epoxy-17-methyl-7-methyl-morphinan-3,6-diol CN1[C@H]2[C@@H]3C=C([C@@H]([C@H]4[C@@]3(C=3C(=C(C=CC3C2)O)O4)CC1)O)C